5-(3H-[1,2,3]Triazolo[4,5-b]pyridin-5-yl)-N-(4-((benzyloxy)methyl)phenyl)-2-methoxybenzamide N1=NNC2=NC(=CC=C21)C=2C=CC(=C(C(=O)NC1=CC=C(C=C1)COCC1=CC=CC=C1)C2)OC